[(3S*,4R*)-4-(2,6-Difluoro-4-methoxyphenyl)-2-oxo-1-(sulfamoylmethyl)pyrrolidin-3-yl]carbamic Acid Benzyl Ester C(C1=CC=CC=C1)OC(N[C@@H]1C(N(C[C@H]1C1=C(C=C(C=C1F)OC)F)CS(N)(=O)=O)=O)=O |o1:10,14|